C(C)(C)(C)N(C(O)=O)[C@H]1CN(CC1)C1=NC(=NC2=CC(=CC=C12)N(C(C=C)=O)C)N1CCN(CC1)C.CC(C(=O)NC=1C=NN(C1)C)C 2-methyl-N-(1-methyl-1H-pyrazol-4-yl)propanamide (R)-tert-butyl-(1-(7-(N-methylacrylamido)-2-(4-methylpiperazin-1-yl)quinazolin-4-yl)pyrrolidin-3-yl)carbamate